Cl.ClC1=CC=C(C=N1)COC1=C(C=C(C=C1)CC1=C(C=CC(=C1OC)OC)CCN)OC [[4-[(6-Chloro-3-pyridinyl)methoxy]-3-methoxyphenyl]methyl]-3,4-dimethoxybenzeneethanamine hydrochloride